ClC1=NC(=NC(=N1)Cl)C=CC1=CC=CC=C1 2,4-dichloro-6-(2-phenylvinyl)-1,3,5-triazine